(2R,5S)-2-(1-(4-bromophenyl)-3-(5-chloropyridin-2-yl)-1H-pyrazol-4-yl)-5-Methyl-3-(2-(2-oxoindolin-5-yl)ethyl)oxazolidin-4-one BrC1=CC=C(C=C1)N1N=C(C(=C1)[C@H]1O[C@H](C(N1CCC=1C=C2CC(NC2=CC1)=O)=O)C)C1=NC=C(C=C1)Cl